lithium 3,3-dimethyl-2,3-dihydrofuro[2,3-c]pyridine-7-carboxylate CC1(COC2=C(N=CC=C21)C(=O)[O-])C.[Li+]